4-((4-(Isoindolin-2-ylmethyl)-2-methoxy-3-nitrophenoxy)methyl)-N-isopropyl-piperidine-1-carboxamide C1N(CC2=CC=CC=C12)CC1=C(C(=C(OCC2CCN(CC2)C(=O)NC(C)C)C=C1)OC)[N+](=O)[O-]